BrC=1C=CC(=NC1)CN1CCC(CC1)O 1-[(5-bromo-2-pyridyl)methyl]piperidin-4-ol